CC1=C(CNC2=CC=C3C(=N2)CN(C3=O)CCNC(C)=O)C=CC=C1 N-(2-(2-((2-methylbenzyl)amino)-5-oxo-5,7-dihydro-6H-pyrrolo[3,4-b]pyridin-6-yl)ethyl)acetamide